2,4,5,6-Tetrakis(3,6-di-tert-butylcarbazol-9-yl)isophthalonitrile C(C)(C)(C)C=1C=CC=2N(C3=CC=C(C=C3C2C1)C(C)(C)C)C1=C(C#N)C(=C(C(=C1C#N)N1C2=CC=C(C=C2C=2C=C(C=CC12)C(C)(C)C)C(C)(C)C)N1C2=CC=C(C=C2C=2C=C(C=CC12)C(C)(C)C)C(C)(C)C)N1C2=CC=C(C=C2C=2C=C(C=CC12)C(C)(C)C)C(C)(C)C